3-(1-(2-(5,8-difluoro-(1,2,4)triazolo[4,3-a]pyridin-3-yl)ethyl)azetidin-3-yl)-6-fluoro-1H-indole FC1=CC=C(C=2N1C(=NN2)CCN2CC(C2)C2=CNC1=CC(=CC=C21)F)F